t-butyl (1-(2-methoxyethyl)piperidin-4-yl)carbamate COCCN1CCC(CC1)NC(OC(C)(C)C)=O